ClC1=C(C=CC=C1)S(=O)(=O)NC1=CC=C(C(=N1)OC)CCC=1C=NC(=NC1)NC1CCC(CC1)NC(OC(C)(C)C)=O tert-butyl ((1r,4r)-4-((5-(2-(6-(2-chlorophenylsulfonamido)-2-methoxypyridin-3-yl)ethyl)pyrimidin-2-yl)amino)cyclohexyl)carbamate